3-(5-(2-(1H-Imidazol-1-yl)acetyl)-2-isopropoxyphenyl)-2-((4-(2-phenoxyacetyl)piperazin-1-yl)methyl)quinazolin-4(3H)-one N1(C=NC=C1)CC(=O)C=1C=CC(=C(C1)N1C(=NC2=CC=CC=C2C1=O)CN1CCN(CC1)C(COC1=CC=CC=C1)=O)OC(C)C